FC1=C(C(=CC=C1)F)C(CC(=O)OCC)=O ethyl 3-(2,6-difluorophenyl)-3-oxo-propionate